3-(4-hydroxy-3-iodophenyl)propionic acid OC1=C(C=C(C=C1)CCC(=O)O)I